N-(2,4-difluoro-3-(7-fluoro-3-(1H-imidazol-2-yl)-1H-indazol-6-yl)phenyl)-1-methyl-1H-imidazole-2-sulfonamide FC1=C(C=CC(=C1C1=CC=C2C(=NNC2=C1F)C=1NC=CN1)F)NS(=O)(=O)C=1N(C=CN1)C